FC1=C(C=C(C=C1)F)S(=O)(=O)NC1=CC=C(C=C1)N=CC=1C(=C2C=CC(OC2=CC1)(C)C)O 2,5-difluoro-N-(4-(((5-hydroxy-2,2-dimethyl-2H-chromen-6-yl)methylene)amino)phenyl)benzenesulfonamide